O=C1NC(CCC1N1C(C2=CC(=C(C=C2C1=O)F)N1CCNCC1)=O)=O (2,6-Dioxopiperidin-3-yl)-5-fluoro-6-(piperazin-1-yl)isoindoline-1,3-dione